FC=1C=C2C(=CNC2=CC1)C1N(CC2=CC(=CC=C12)N1CCCCC1)C(=O)N (5-fluoro-1H-indol-3-yl)-5-(piperidin-1-yl)isoindoline-2-carboxamide